4-amino-3-bromophenyl dimethylcarbamate CN(C(OC1=CC(=C(C=C1)N)Br)=O)C